C(=O)(O)C1=CC(=NC=C1)C1=NC=CC(=C1)C(=O)O 4,4'-dicarboxylbipyridine